tert-butyl 3-fluoro-3-[[4-[7-isopropoxy-6-(pyrazolo[1,5-a]pyrimidine-3-carbonylamino)imidazo[1,2-a]pyridin-2-yl]-1-piperidyl]methyl]azetidine-1-carboxylate FC1(CN(C1)C(=O)OC(C)(C)C)CN1CCC(CC1)C=1N=C2N(C=C(C(=C2)OC(C)C)NC(=O)C=2C=NN3C2N=CC=C3)C1